C(=O)(O)C(O)C(O)C(=O)O.C1(CCCC1)[C@H]1CC(=NN1)N (R)-5-cyclopentyl-3-amino-4,5-dihydro-1H-pyrazole tartrate